5-((4-(4-((3-amino-5-((3S,4S)-4-amino-3-methyl-2-oxa-8-azaspiro[4.5]decan-8-yl)pyrazin-2-yl)thio)pyridin-2-yl)piperazin-1-yl)methyl)-2-(2,6-dioxopiperidin-3-yl)isoindoline-1,3-dione NC=1C(=NC=C(N1)N1CCC2([C@@H]([C@@H](OC2)C)N)CC1)SC1=CC(=NC=C1)N1CCN(CC1)CC=1C=C2C(N(C(C2=CC1)=O)C1C(NC(CC1)=O)=O)=O